BrC=1C=C(C=CC1)C1C2(CC1(C2)F)C(=O)NCC21CCC(CC2)(CC1)C1=NOC(=N1)C(C)(F)F (3-bromophenyl)-N-((4-(5-(1,1-difluoroethyl)-1,2,4-oxadiazol-3-yl)bicyclo[2.2.2]oct-1-yl)methyl)-3-fluoro-bicyclo[1.1.1]pentane-1-carboxamide